ClC=1C=C(C=CC1F)S1C[C@H](CN2C(NC(C3=CC(=CC1=C23)C(F)(F)F)=O)=O)OCCOC (S)-l-1-(3-chloro-4-fluorophenyl)-3-(2-methoxyethoxy)-10-(trifluoromethyl)-3,4-dihydro-2H,6H-[1,4]thiazepino[2,3,4-ij]quinazoline-6,8(7H)-dione